[Mg+2].C[Si]([N-][Si](C)(C)C)(C)C.C[Si]([N-][Si](C)(C)C)(C)C.[Li+] lithium bis(hexamethyldisilazide) magnesium